(2R)-ethyl 2-(((2S,5R)-2-carbamoyl-4-methyl-7-oxo-1,6-diazabicyclo[3.2.1]oct-3-en-6-yl)oxy)-2-fluoroacetate C(N)(=O)[C@H]1N2C(N([C@H](C(=C1)C)C2)O[C@@H](C(=O)OCC)F)=O